C(C=C)OCC(C(=O)OC1CCCC1)=C cyclopentyl α-allyloxymethylacrylate